C(C)(C)(C)C1=CC(=NC=C1)N1C2=CC=CC=C2C=2C(=CC(=CC12)F)C#N 9-(4-(tert-butyl)pyridin-2-yl)-2-fluoro-4-(cyano)-9H-carbazole